3-(2,3-dihydroxypropylsulfanyl)-2-methyl-propanesulfonic acid sodium salt [Na+].OC(CSCC(CS(=O)(=O)[O-])C)CO